tert-butyl (2S,4S)-4-((1-methyl-1H-pyrazol-3-yl)amino)-2-phenylpiperidine-1-carboxylate CN1N=C(C=C1)N[C@@H]1C[C@H](N(CC1)C(=O)OC(C)(C)C)C1=CC=CC=C1